Carbamic acid (R)-2-(4-(2-(dimethylamino) pyridin-3-yl) phenyl)-2-(3-(2-ethynyl thiazol-4-yl)-ureido)-ethyl ester CN(C1=NC=CC=C1C1=CC=C(C=C1)[C@H](COC(N)=O)NC(=O)NC=1N=C(SC1)C#C)C